benzyl-3-fluoro-4-hydroxy-4-methylpiperidine-1-carboxylate C(C1=CC=CC=C1)OC(=O)N1CC(C(CC1)(C)O)F